ClS(=O)(=O)C1=C(C=CC=C1)O chlorosulfonyl-phenol